OC1=C(C=CC2=CC=CC=C12)CNC(C=C)=O 4-hydroxy-3-acrylamidomethyl-naphthalene